2-amino-5-{2-[(1S)-1-cyclopropylethyl]-1-oxo-7-(trifluoromethoxy)-2,3-dihydro-1H-isoindol-5-yl}-N-[(3R)-5-oxopyrrolidin-3-yl]pyrazolo[1,5-a]pyrimidine-3-carboxamide NC1=NN2C(N=C(C=C2)C=2C=C3CN(C(C3=C(C2)OC(F)(F)F)=O)[C@@H](C)C2CC2)=C1C(=O)N[C@H]1CNC(C1)=O